BrC1=C(N=C(S1)C1=CC=C(C=C1)N1CCN(CC1)C(=O)OC(C)(C)C)C1=C(C(=CC=C1)NS(=O)(=O)CCC)F tert-butyl 4-(4-{5-bromo-4-[2-fluoro-3-(propane-1-sulfonamido)phenyl]-1,3-thiazol-2-yl}phenyl)piperazine-1-carboxylate